rac-Methyl 4-(1-(3-amino-6-(2-hydroxyphenyl)pyridazin-4-yl)piperidin-3-yl)-2-(trifluoromethyl)benzoate NC=1N=NC(=CC1N1C[C@H](CCC1)C1=CC(=C(C(=O)OC)C=C1)C(F)(F)F)C1=C(C=CC=C1)O |r|